2-((1S,4S,5R)-5-((5-cyclopropyl-3-(spiro[2.5]octan-6-yl)isoxazol-4-yl)methoxy)-2-azabicyclo[2.2.1]heptan-2-yl)-4-((S)-tetrahydrofuran-3-yl)benzo[d]thiazole-6-carboxylic acid C1(CC1)C1=C(C(=NO1)C1CCC2(CC2)CC1)CO[C@H]1[C@@H]2CN([C@H](C1)C2)C=2SC1=C(N2)C(=CC(=C1)C(=O)O)[C@H]1COCC1